(E)-4-(3-(2-bromoacetyl)-2-methyl-5-(3-(2-methyl-1H-imidazol-1-yl)prop-1-en-1-yl)-1H-pyrrol-1-yl)benzonitrile BrCC(=O)C1=C(N(C(=C1)\C=C\CN1C(=NC=C1)C)C1=CC=C(C#N)C=C1)C